tert-butyl (5-chloro-2-nitrophenyl)(methyl)carbamate ClC=1C=CC(=C(C1)N(C(OC(C)(C)C)=O)C)[N+](=O)[O-]